chloroacetic acid-2-13C [13CH2](C(=O)O)Cl